O=C1N(C2C=C(CN1C2)N2N=CN=C2)OS(=O)(=O)[O-].[Na+] sodium [7-oxo-3-(1,2,4-triazol-1-yl)-1,6-diazabicyclo[3.2.1]oct-3-en-6-yl]sulfate